NC1=C(C=C(OCCOC2=CC(=C(C=C2)N)C)C=C1)C 1,2-bis(4-amino-3-methylphenoxy)ethane